OC(=O)C(F)(F)F.C1(CCCC1)CN(CCN1C2CC(CC1CC2)C=2C=C(C(=O)N)C=CC2)S(=O)(=O)C 3-endo-{8-[2-(cyclopentylmethyl-methanesulfonylamino)ethyl]-8-aza-bicyclo[3.2.1]oct-3-yl}-benzamide TFA salt